2,3-dichloropropenyl isothiocyanate ClC(=CN=C=S)CCl